NC1=C(C(=O)NC2=CC=C(C=C2)Cl)C=CC=C1 amino-N-(4-chlorophenyl)benzamide